ClC=1C(=NC=CC1)C(=O)NC=1C=C2C=3CC(CCC3NC2=CC1)N(CC)CC 6-(3-chloro-2-pyridinoyl)amino-3-(diethyl)amino-1,2,3,4-tetrahydro-9H-carbazole